FC=1C(=NC(=NC1)C1CCC(CC1)CC(=O)OC)O Methyl 2-(4-(5-fluoro-4-hydroxypyrimidin-2-yl)cyclohexyl)acetate